C(C)(C)(C)OC(=O)N1C=C(C[C@H](N)C(=O)O)C2=CC=CC=C12 N'-(t-butoxycarbonyl)-L-tryptophan